ClC1=C(CC=2C=NN(C2OCC2=CC=CC=C2)C)C=CC(=C1)Cl 4-(2,4-dichlorobenzyl)-1-methyl-5-benzyloxypyrazole